C(C)(C)(C)OC(=O)N(C(OC(C)(C)C)=O)C1=C(C(=CC=C1NC(CC(C)(C)C)=O)N1CC2=CC=C(C=C2CC1)C(F)(F)F)F tert-Butyl N-tert-butoxycarbonyl-N-[6-(3,3-dimethylbutanoylamino)-2-fluoro-3-[6-(trifluoromethyl)-3,4-dihydro-1H-isoquinolin-2-yl]phenyl]carbamate